OC1=CC=C(C=C1)C(C)(C)C1=CC(=CC=C1)C(C)(C)C1=CC=C(C=C1)O 1,3-Bis(2-(4-hydroxyphenyl)-2-propyl)benzol